1-(3,5-diisopropyl-[1,1'-biphenyl]-4-yl)-2-(7-fluorodibenzo[b,d]furan-4-yl)-1H-benzo[d]imidazole C(C)(C)C=1C=C(C=C(C1N1C(=NC2=C1C=CC=C2)C2=CC=CC1=C2OC2=C1C=CC(=C2)F)C(C)C)C2=CC=CC=C2